FC(C12CCN(CC2C1)C1=C(C(=O)OC)C=CC(=C1)I)F methyl 2-(6-(difluoromethyl)-3-azabicyclo[4.1.0]heptan-3-yl)-4-iodobenzoate